Butyl 2,4-dichlorophenoxyacetate ClC1=C(OCC(=O)OCCCC)C=CC(=C1)Cl